BrC=1C=C(C(=NC1)OCC1=NC=C(C=C1)OC)OC 5-bromo-3-methoxy-2-[(5-methoxy-2-pyridinyl)methoxy]pyridine